1-(2-(2-(2-chloroethoxy)ethoxy)ethyl)-1-methylpyrrolidinium chloride [Cl-].ClCCOCCOCC[N+]1(CCCC1)C